BrC=1C=CC2=C(C(=N[C@H](C(=N2)N)C)C2=C(C=CC=C2F)F)C1Cl (3S)-7-bromo-6-chloro-5-(2,6-difluorophenyl)-3-methyl-3H-1,4-benzodiazepin-2-amine